Cl.Cl.S1C2=C(C=C1)C(=CC=C2)N2CCC(CC2)CN[C@@H]2CC1=C(N=C(S1)N)CC2 (S)-N6-((1-(benzo[b]thiophen-4-yl)piperidin-4-yl)methyl)-4,5,6,7-tetrahydrobenzo[d]thiazole-2,6-diamine dihydrochloride